O1CCC(=CC1)C1=C(C2=C(CCC1)C=C(C=C2)O)C2=CC=C(C=C2)O[C@@H]2CN(CC2)CCCF 6-(3,6-dihydro-2H-pyran-4-yl)-5-[4-[(3S)-1-(3-fluoropropyl)pyrrolidin-3-yl]oxyphenyl]-8,9-dihydro-7H-benzo[7]annulen-2-ol